C[C@@H]1N=C(O[C@H]1C1=CC=CC=C1)N1C[C@H](N(CC1)C(=O)OC(C)(C)C)C(=O)OC 1-(tert-butyl) 2-methyl (S)-4-((4S,5S)-4-methyl-5-phenyl-4,5-dihydrooxazol-2-yl)piperazine-1,2-dicarboxylate